(2R,3R,4S,5R)-2-((tert-butoxycarbonyl)oxy)-6-(dodecylthio)-6-oxohexane-1,3,4,5-tetrayl tetraacetate C(C)(=O)OC[C@H]([C@H]([C@@H]([C@H](C(=O)SCCCCCCCCCCCC)OC(C)=O)OC(C)=O)OC(C)=O)OC(=O)OC(C)(C)C